(2R)-2-Amino-N-[4-(2-methyl-1H-pyrrolo[2,3-b]pyridin-4-yl)phenyl]-3-phenyl-propanamide N[C@@H](C(=O)NC1=CC=C(C=C1)C1=C2C(=NC=C1)NC(=C2)C)CC2=CC=CC=C2